2-(4-amino-8-methyl-6-(trifluoromethyl)-9H-pyrimido[4,5-b]indol-9-yl)acetic acid NC1=NC=NC=2N(C3=C(C=C(C=C3C21)C(F)(F)F)C)CC(=O)O